tert-butyl (S)-4-(6-(7-ethoxy-2-methylimidazo[1,2-a]pyridine-6-carboxamido)-4-methylpyridazin-3-yl)-2-methylpiperazine-1-carboxylate C(C)OC1=CC=2N(C=C1C(=O)NC1=CC(=C(N=N1)N1C[C@@H](N(CC1)C(=O)OC(C)(C)C)C)C)C=C(N2)C